C1(CC1)C=1OC2(C(N(C(C3=CC=CC=C23)=O)C)=O)C2=C(N1)C=CC=C2 2-Cyclopropyl-2'-methyl-1'H-spiro[benzo[d][1,3]oxazine-4,4'-isoquinoline]-1',3'(2'H)-dione